ClC1=CC(=CC=2N=C(OC21)C2=C(C(=CC=C2)B2OC(C(O2)(C)C)(C)C)C)CN2CC(CC2)C(=O)OC(C)(C)C tert-butyl 1-((7-chloro-2-(2-methyl-3-(4,4,5,5-tetramethyl-1,3,2-dioxaborolan-2-yl)phenyl)benzo[d]oxazol-5-yl)methyl)pyrrolidine-3-carboxylate